C(N)(=O)[C@H]1N2C(N([C@H](CC1)C2)OS(=O)(=O)OCC2(CCCCC2)C(=O)OCC)=O ethyl 1-((((((1R,2S,5R)-2-carbamoyl-7-oxo-1,6-diazabicyclo[3.2.1]octan-6-yl)oxy)sulfonyl)oxy)methyl)cyclohexanecarboxylate